2-Bromo-4-butylsulfanyl-1-methoxybenzene BrC1=C(C=CC(=C1)SCCCC)OC